azepan-1-yl-[3-bromo-1-[(4-methoxyphenyl)methyl]pyrazolo[4,3-c]pyridin-6-yl]methanone N1(CCCCCC1)C(=O)C1=CC2=C(C=N1)C(=NN2CC2=CC=C(C=C2)OC)Br